O1C(=CC=C1)C=1C=C(C=C(C1)C(F)(F)F)C=1C=C2CCN(C(C2=CC1)=O)C=1C=CC(=C(C1)NS(=O)(=O)C)O N-(5-(6-(3-(furan-2-yl)-5-(trifluoromethyl)phenyl)-1-oxo-3,4-dihydroisoquinolin-2(1H)-yl)-2-hydroxyphenyl)methanesulfonamide